C(#N)C1=CC(=C(COC2=CN=CC(=N2)N2C[C@@H](N(CC2)CC2=NC3=C(N2C[C@H]2OCC2)C=C(C=C3)C(=O)O)C)C=C1)F 2-(((S)-4-(6-((4-cyano-2-fluorobenzyl)oxy)pyrazin-2-yl)-2-methylpiperazin-1-yl)methyl)-1-(((S)-oxetan-2-yl)methyl)-1H-benzo[d]imidazole-6-carboxylic acid